C(C)(=O)OC(C)Br 1-bromoethyl acetate